TERTBUTYLHYDROQUINONE C(C)(C)(C)C1=C(O)C=CC(=C1)O